(2R,4S)-4-methyl-2-ethyl-piperidine C[C@@H]1C[C@H](NCC1)CC